BrC=1C2=CC=CC=C2C(=C2C=CC=CC12)C1=C(C(=C(C(=C1[2H])[2H])C1=C(C(=C(C2=C(C(=C(C(=C12)[2H])[2H])[2H])[2H])[2H])[2H])[2H])[2H])[2H] 9-bromo-10-(4-(naphthalen-1-yl-d7)phenyl-2,3,5,6-d4)anthracene